3-[5-[[4-[4-[(3R,5R)-5-[(5-bromo-1-methyl-6-oxo-pyridazin-4-yl)amino]-1-methyl-3-piperidyl]benzoyl]piperazin-1-yl]methyl]-1-oxo-isoindolin-2-yl]piperidine-2,6-dione BrC1=C(C=NN(C1=O)C)N[C@@H]1C[C@@H](CN(C1)C)C1=CC=C(C(=O)N2CCN(CC2)CC=2C=C3CN(C(C3=CC2)=O)C2C(NC(CC2)=O)=O)C=C1